S(=O)(C1=CC=C(C=C1)N)(=O)O.C(C)(=O)[K] acetylPotassium sulfanilate